2-oxabicyclo[2.2.1]heptane C12OCC(CC1)C2